N-(4-((3-chloro-4-fluorophenyl)amino)-5-(1-methyl-1H-indol-6-yl)quinazolin-6-yl)-3-(1-methylpyrrolidin-2-yl)acrylamide ClC=1C=C(C=CC1F)NC1=NC=NC2=CC=C(C(=C12)C1=CC=C2C=CN(C2=C1)C)NC(C=CC1N(CCC1)C)=O